FC=1C=2N(C=CC1)N=C(C2)C2NCCC1=C2N=CN1C1OCCCC1 4-(4-fluoropyrazolo[1,5-a]pyridin-2-yl)-1-(3,4,5,6-tetrahydro-2H-pyran-2-yl)-4,5,6,7-tetrahydroimidazo[5,4-c]pyridine